C(C)(C)(C)OC(=O)N[C@H](CN1C(=C(C=C1)C(=O)O)F)C (S)-1-(2-((tert-butoxycarbonyl)amino)propyl)-2-fluoro-1H-pyrrole-3-carboxylic acid